tert-Butyl 3-(4-((3-chloro-4-((1-methyl-1H-pyrazol-3-yl)oxy)phenyl)amino)quinazolin-6-yl)piperidine-1-carboxylate ClC=1C=C(C=CC1OC1=NN(C=C1)C)NC1=NC=NC2=CC=C(C=C12)C1CN(CCC1)C(=O)OC(C)(C)C